2-Chloroimidazo[1,2-a]pyridine-6-sulfonamide ClC=1N=C2N(C=C(C=C2)S(=O)(=O)N)C1